diisobutylaluminium deuteroxide [O-][2H].C(C(C)C)[Al+]CC(C)C